FC(C1=C2C=CN=CC2=CC=C1)F 5-(difluoromethyl)isoquinoline